choline chloride dihydrate O.O.[Cl-].OCC[N+](C)(C)C